FC1=C(CN2CN(CC3=C2SC(=C3CN(C)C)C3=CC=C(C=C3)[N+](=O)[O-])C=3N=NC(=CC3)OCC3COC3)C(=CC=C1)F 1-(2,6-difluorobenzyl)-5-((dimethylamino)methyl)-6-(4-nitrophenyl)-3-(6-(oxetan-3-ylmethoxy)pyridazin-3-yl)thieno[2,3-d]pyrimidine